5,5''-(3-((4'-fluoro-6-hydroxy-[1,1'-biphenyl]-3-yl)methylene)penta-1,4-diyne-1,5-diyl)bis(4'-fluoro-5-hydroxy-[1,1'-biphenyl]-2(5H)-one) FC1=CC=C(C=C1)C1=CC(=CC=C1O)C=C(C#CC1(C=CC(C(=C1)C1=CC=C(C=C1)F)=O)O)C#CC1(C=CC(C(=C1)C1=CC=C(C=C1)F)=O)O